[Na].C=O formaldehyde, sodium salt